(hydroxymethyl)-4-(trifluoromethyl)cyclohexan-1-one oxime OCC1C(CCC(C1)C(F)(F)F)=NO